C(C)NC(C1=CC(=C(C=C1)NCC#CC=1N=C2N(C=CC=C2N[C@H]2[C@H](CN(CC2)C)F)C1CC(F)(F)F)OC)=O N-ethyl-4-{[3-(8-{[(3S,4R)-3-fluoro-1-methylpiperidin-4-yl]amino}-3-(2,2,2-trifluoroethyl)imidazo[1,2-a]pyridin-2-yl)prop-2-yn-1-yl]amino}-3-methoxybenzamide